ClC1=CC(=C(C=C1)N1CCC2(CN(C2)C(=O)OC(C)(C)C)CC1)F Tert-Butyl 7-(4-chloro-2-fluoro phenyl)-2,7-diazaspiro[3.5]nonane-2-carboxylate